phenyl(benzotriphenylenyl)anthracene-d8 phosphorus [P].C1(=CC=CC=C1)C1=C2C(=C(C(=C(C2=C(C=2C(=C(C(=C(C12)[2H])[2H])[2H])[2H])[2H])[2H])[2H])[2H])C1=CC=CC=2C3=CC=CC=C3C3=CC=C4C(=C3C12)C=CC=C4